C1(=CC=CC=C1)C=1C(=C2C(=C3C(=C(C(=C(C3=CC2=CC1)[2H])[2H])[2H])[2H])[2H])C1=COC=2C1=CC=C1C2C=CC2=CC=CC=C21 phenyl(naphthobenzofuranyl)anthracene-d5